FC(C(=O)O)(F)F.C(C)N1N=C(C=C1C(=O)NC1=NC2=C(N1)C(=CC(=C2)C(=O)N)OCCCN2CCOCC2)C 2-(1-ethyl-3-methyl-1H-pyrazole-5-carboxamido)-7-(3-morpholinopropoxy)-1H-benzo[d]imidazole-5-carboxamide trifluoroacetic acid salt